5-(benzyloxycarbonylamino)-3-iodo-4,5,6,7-tetrahydrobenzothiophene-2-carboxylic acid C(C1=CC=CC=C1)OC(=O)NC1CCC2=C(C(=C(S2)C(=O)O)I)C1